(5-(difluoromethyl)-2-(methylsulfonyl)pyrimidin-4-yl)-2-fluorobenzoic acid methyl ester COC(C1=C(C(=CC=C1)C1=NC(=NC=C1C(F)F)S(=O)(=O)C)F)=O